2-chloro-4H-thieno[3,2-b]pyrrole ClC1=CC=2NC=CC2S1